O1CC(C1)N1C[C@@H](CC1)C1CC12NCCC(C2)C(=O)N ((S)-1-(oxetan-3-yl)pyrrolidin-3-yl)-4-azaspiro[2.5]octane-7-carboxamide